C(C=C)(=O)N1CC2(C1)CN(CC2)C2=NC(=NC(=C2C#N)NCC=2C=NC=CC2)OC[C@H]2N(CCC2)C (S)-4-(2-acryloyl-2,6-diazaspiro[3.4]octan-6-yl)-2-((1-methylpyrrolidin-2-yl)methoxy)-6-((pyridin-3-ylmethyl)amino)pyrimidine-5-carbonitrile